CN(C)[Si]1(O[Si](O[SiH](O[SiH](O1)C)C)(C)N(C)C)C Bis(dimethylamino)-2,4,6,8-tetramethylcyclotetrasiloxane